The molecule is a pyranone that is (2S)-2-methyl-4-oxo-4-{[(4-oxo-4H-pyran-3-yl)carbonyl]amino}butanoic acid substituted by a benzyl group at position 6. It has been isolated from Aspergillus niger. It has a role as an Aspergillus metabolite. It is a dicarboximide, a monocarboxylic acid and a member of 4-pyranones. C[C@@H](CC(=O)NC(=O)C1=COC(=CC1=O)CC2=CC=CC=C2)C(=O)O